FC1=C(N)C=CC=C1C1=NC=CC=C1C 2-fluoro-3-(3-methylpyridin-2-yl)aniline